CC(COCC(=O)OCC=C)CC 2-propenyl (2-methylbutoxy)-acetate